C(C)C(C(=O)O)CC(=O)C.C(CCC(=O)C)(=O)O Levulinic Acid (Ethyl Levulinate)